propane-1,2,3-triyl trisheptanoate C(CCCCCC)(=O)OCC(COC(CCCCCC)=O)OC(CCCCCC)=O